tetracyclo[9.2.1.02,10.03,8]Tetradecene-3,5,7,12-tetraene C12=C3C4=CC=CC=C4CC3C(C=C1)C2